C(#CC)C1=CC=C2C(=NC=3N(C2=C1)C=NN3)N 8-(prop-1-yn-1-yl)-[1,2,4]triazolo[4,3-a]quinazolin-5-amine